2-{[3-({[(1R)-1-(5,7-difluoro-3-methyl-1-benzofuran-2-yl)-2,2,2-trifluoroethyl]carbamoyl}amino)-5-fluorophenyl]amino}acetamide FC=1C=C(C2=C(C(=C(O2)[C@H](C(F)(F)F)NC(=O)NC=2C=C(C=C(C2)F)NCC(=O)N)C)C1)F